3,3-bis(azidomethyl)Oxetane N(=[N+]=[N-])CC1(COC1)CN=[N+]=[N-]